{[(9H-fluoren-9-yl)methoxy]carbonyl}((methyl)amino)-6-(phenylformamido)hexanoic acid C1=CC=CC=2C3=CC=CC=C3C(C12)COC(=O)C(C(=O)O)(CCCCNC(=O)C1=CC=CC=C1)NC